C(C)(C)(C)OC(=O)N1[C@@H]2[C@@H]([C@@H](C[C@H]1CC2)NC2=NC=C(N=C2)C2=C(C=C(C=C2)C2=CN=NC(=C2)OC)OCOC)F (1S,2R,3R,5R)-2-fluoro-3-([5-[2-(methoxymethoxy)-4-(6-methoxypyridazin-4-yl)phenyl]pyrazin-2-yl]amino)-8-azabicyclo[3.2.1]octane-8-carboxylic acid tert-butyl ester